ethyl 2-(7-(oxetan-3-yl)-1,5,6,7,8,9-hexahydroimidazo[4',5':4,5]benzo[1,2-d]azepin-2-yl)-acetate O1CC(C1)N1CCC2=C(CC1)C=C1C(=C2)NC(=N1)CC(=O)OCC